8-(1-aminoethyl)-3,6-dimethyl-2-(2-oxa-6-azaspiro[3.3]heptan-6-yl)quinazolin-4-one NC(C)C=1C=C(C=C2C(N(C(=NC12)N1CC2(COC2)C1)C)=O)C